CC=1C(=NC=CC1)[C@H]1N([C@H](CCC1)C1=NC=CC=C1C)CCN1CCN(CC1)C(=O)OC(C)(C)C tert-butyl 4-(2-((2S,6R)-2,6-bis(3-methylpyridin-2-yl)piperidin-1-yl)ethyl)piperazine-1-carboxylate